2-(1-phenylethyl)acrylic acid C1(=CC=CC=C1)C(C)C(C(=O)O)=C